Cl.FC1=CC=C(C=C1)N1N=CC(=C1)C=1C=C(C=CC1)[C@H](C)N (S)-1-(3-(1-(4-fluorophenyl)-1H-pyrazol-4-yl)phenyl)ethanamine hydrochloride salt